CC1=C(C=CC=C1)C1OC1 (2-methylphenyl)oxirane